CC1=CC=C2C(=N1)C(=CN2)NC2=NC1=C(N2)C=CC(=C1)OC1=CC=CC=C1 N-(5-methyl-1H-pyrrolo[3,2-b]pyridin-3-yl)-5-phenoxy-1H-benzo[d]imidazol-2-amine